C(C)N(CCOC1=CC=C(C(=O)O)C=C1)CCOC1=CC=C(C=C1)OC1=C(C=CC2=CC(=CC=C12)O)C1=CC=C(C=C1)S(=O)(=O)C 4-(2-(ethyl(2-(4-((6-hydroxy-2-(4-(methylsulfonyl)phenyl)naphthalen-1-yl)oxy)phenoxy)ethyl)amino)ethoxy)benzoic acid